11,15-dimethyl-hexadecanoic acid CC(CCCCCCCCCC(=O)O)CCCC(C)C